CC(COC1=CC=C(NC=2C3=C(N=CN2)C=CC(=N3)N3CC2(CCN2C(=O)OC(C)(C)C)C3)C=C1)(C)C tert-butyl 6-[4-[4-(2,2-dimethylpropoxy)anilino]pyrido[3,2-d]pyrimidin-6-yl]-1,6-diazaspiro[3.3]heptane-1-carboxylate